N[C@H](C(=O)O)CC=1[Te]C=CC1 (S)-2-amino-3-(tellurophen-2-yl)propanoic acid